[Li].O=C1CCC(CCC(\C=C/C(CC1)=O)=O)=O (Z)-1,4,7,10-Tetraoxocyclododecan-8-ene lithium salt